ClC=1C=CC(=C(C(=O)N)C1)S(N[C@@H]([C@H](C)C1=C(C(=CC=C1F)C)C)C=1OC(NN1)=O)(=O)=O 5-chloro-2-(N-((1s,2r)-2-(6-fluoro-2,3-dimethylphenyl)-1-(5-oxo-4,5-dihydro-1,3,4-oxadiazol-2-yl)propyl)sulfamoyl)benzamide